C(\C=C\CCCCCCC)O (E)-2-Decenol